O=C1NC(CCC1C=1C=C(C=CC1)N1CCC2(CN(C2)C(=O)OC(C)(C)C)CC1)=O tert-butyl 7-(3-(2,6-dioxopiperidin-3-yl) phenyl)-2,7-diazaspiro[3.5]nonane-2-carboxylate